CC1CC=2N(CC1)N=C(C2)C(=O)OCC ethyl 5-methyl-4,5,6,7-tetrahydropyrazolo[1,5-a]pyridine-2-carboxylate